sodium (2S,5R)-2-(N-((1-methyl-1H-imidazol-4-yl) sulfonyl) carbamimidoyl)-7-oxo-1,6-diazabicyclo[3.2.1]octan-6-yl sulfate S(=O)(=O)(ON1[C@@H]2CC[C@H](N(C1=O)C2)C(NS(=O)(=O)C=2N=CN(C2)C)=N)[O-].[Na+]